CC1=C(C=CC(=C1)C)C1=CC(=NN1)NC1=CC=C(C=C1)O 4-((5-(2,4-dimethylphenyl)-1H-pyrazol-3-yl)amino)phenol